NC1=CC(=CC2=C1NC(CNC2=O)CC)F 9-amino-2-ethyl-7-fluoro-1,2,3,4-tetrahydro-5H-benzo[e][1,4]diazepin-5-one